FC=1C=C2[C@]3(C(NC2=CC1)=O)C=1N(CC(N3)=O)C(=NC1NC(=O)C1=NSC3=C1C=CC=C3)C(NC)=O (R)-N-(5'-fluoro-3-(methylcarbamoyl)-2',6-dioxo-6,7-dihydro-5H-spiro[imidazo[1,5-a]pyrazine-8,3'-indolin]-1-yl)benzo[d]isothiazole-3-carboxamide